BrC(C(=O)O)CC.BrC(C(=O)O)CC bromobutyric acid (bromobutyrate)